methyl 2-chloro-4-methylquinoline-7-carboxylate ClC1=NC2=CC(=CC=C2C(=C1)C)C(=O)OC